4-methoxy-5-phenoxy-pyrazine CON1CC=NC=C1OC1=CC=CC=C1